4-fluoro-N-((1R,2S)-2-methyl-1-(5-(2-methylpyrimidin-4-yl)-5,6,7,8-tetrahydro-1,5-naphthyridin-2-yl)cyclopropyl)benzamide FC1=CC=C(C(=O)N[C@]2([C@H](C2)C)C2=NC=3CCCN(C3C=C2)C2=NC(=NC=C2)C)C=C1